N1=CC=C(C=C1)NC=1C2=C(N=CN1)C=NC=C2 N-(pyridin-4-yl)pyrido[3,4-d]pyrimidin-4-amine